C(CCC)OCCCC mono-Butyl ether